3-[4-Chloro-5-methyl-3-(trifluoromethyl)pyrazol-1-yl]-N-(6-cyano-1,3-benzodioxol-5-yl)-N-methyl-benzamide ClC=1C(=NN(C1C)C=1C=C(C(=O)N(C)C2=CC3=C(OCO3)C=C2C#N)C=CC1)C(F)(F)F